ClC1=C(C=C2C(=CNC2=C1)C(=O)O)C=1C(=NC(=CC1)N1CC2(C1)CCOCC2)OC 6-chloro-5-(2-methoxy-6-(7-oxa-2-azaspiro[3.5]nonan-2-yl)pyridin-3-yl)-1H-indole-3-carboxylic acid